(S)-1-((S)-1-(2-((R)-1-Amino-2-((1,1,1-trifluoro-2-methylpropan-2-yl)oxy)ethyl)imidazo[1,2-b]pyridazin-7-yl)-2-cyclopropoxyethyl)-4-(trifluoromethyl)imidazolidin-2-one N[C@@H](COC(C(F)(F)F)(C)C)C=1N=C2N(N=CC(=C2)[C@@H](COC2CC2)N2C(N[C@@H](C2)C(F)(F)F)=O)C1